BrC1=C(C=CC(=C1)F)C(C)N1C[C@@H](N(C[C@H]1CC)C(=O)OC(C)(C)C)CC Tert-butyl (2S,5R)-4-(1-(2-bromo-4-fluorophenyl)ethyl)-2,5-diethylpiperazine-1-carboxylate